6-t-butyl-anthraceneanthranilic acid semicarbazone C(C)(C)(C)C=1C=C2C=C3C=CC=C(C3=CC2=CC1)C=1C=CC=C(C1C(O)=NNC(=O)N)N